[Si](C1=CC=CC=C1)(C1=CC=CC=C1)(C(C)(C)C)OCC1CCC(CO1)=NNC(=O)OC(C)(C)C Tert-butyl 2-(6-(((tert-butyldiphenylsilyl)oxy)methyl)dihydro-2H-pyran-3(4H)-ylidene)hydrazine-1-carboxylate